CS(=O)(=O)N1CCN(CC1)C1=CC=C(C=C1)N1CC2C(C1)CN(C2)C(=O)OC(C)(C)C tert-Butyl 5-(4-(4-(methylsulfonyl)piperazin-1-yl)phenyl)hexahydropyrrolo[3,4-c]pyrrole-2(1H)-carboxylate